4-cyano-N-(1-(4-(6-methoxy-2,4-dimethylpyridin-3-yl)phenyl)cyclobutyl)benzamide C(#N)C1=CC=C(C(=O)NC2(CCC2)C2=CC=C(C=C2)C=2C(=NC(=CC2C)OC)C)C=C1